CC(CN(C1=C(C=C(C=C1)CC#N)[N+](=O)[O-])CC(C)C)C 2-[4-[bis(2-methylpropyl)amino]-3-nitrophenyl]acetonitrile